C1(CC1)C=1OC=C(N1)C1=CC(=NC=C1)N(C(=O)[C@@H]1CC[C@H](CC1)O)C[C@@H]1CC[C@H](CC1)C1=CC(=C(C=C1)OC)C trans-N-(4-(2-Cyclopropyloxazol-4-yl)pyridine-2-yl)-4-hydroxy-N-((trans-4-(4-methoxy-3-methylphenyl)cyclohexyl)methyl)cyclohexanecarboxamide